hexadecyl-2,2'-methylenebis-(4-methyl-6-tert-butylphenol) C(CCCCCCCCCCCCCCC)C(C1=C(C(=CC(=C1)C)C(C)(C)C)O)C1=C(C(=CC(=C1)C)C(C)(C)C)O